5-([1,1'-biphenyl]-2-yloxy)-1,3-dimethyl-1H-pyrazolo[4,3-d]pyrimidine C1(=C(C=CC=C1)OC=1N=CC2=C(N1)C(=NN2C)C)C2=CC=CC=C2